C(C)(C)(C)OC(=O)N1C[C@H](CC1)OC=1C=C2C(=NC=NC2=CC1)NC1=NC=C(C(=C1)Cl)OCC1CC1.N(=C=O)CCSCC(CSCCN=C=O)SCCN=C=O 1,2,3-tris(isocyanatoethylthio)propane tert-butyl-(3S)-3-[4-[[4-chloro-5-(cyclopropylmethoxy)-2-pyridyl]amino]quinazolin-6-yl]oxypyrrolidine-1-carboxylate